N[C@H](C)C=1C=C(C=C2C(N3C(=NC12)C=1C=CC(=NC1CC3)Cl)=O)C 12-[(1R)-1-aminoethyl]-3-chloro-10-methyl-5,6-dihydro-1,6-naphthyridino[5,6-b]quinazolin-8-one